OC1=C(C(N(C=C1C)C)=O)NC(N[C@H](CC(=O)OCC)C1=CC(=CC=C1)OC1=CC=CC=C1)=O |r| racemic-ethyl 3-(3-(4-hydroxy-1,5-dimethyl-2-oxo-1,2-dihydropyridin-3-yl)ureido)-3-(3-phenoxyphenyl)propanoate